(6S)-6-{2-Chloro-3-[3-(isoxazol-5-yl)anilino]phenyl}-2-imino-6-methyl-3-(tetrahydro-pyran-4-yl)hexahydropyrimidin-4-one ClC1=C(C=CC=C1NC1=CC(=CC=C1)C1=CC=NO1)[C@@]1(CC(N(C(N1)=N)C1CCOCC1)=O)C